3-[2-Hydroxy-3-[3-(trifluoromethyl)phenoxy]propyl]-5,6-dimethyl-4(3H)-pyrimidinone OC(CN1C=NC(=C(C1=O)C)C)COC1=CC(=CC=C1)C(F)(F)F